2,5-dihydrothiophene-3,4-dicarboxylic acid S1CC(=C(C1)C(=O)O)C(=O)O